N-methyl-4-nonadecyl-N-octadecyl-anilinium tetrakis(perfluorophenyl)borate FC1=C(C(=C(C(=C1F)F)F)F)[B-](C1=C(C(=C(C(=C1F)F)F)F)F)(C1=C(C(=C(C(=C1F)F)F)F)F)C1=C(C(=C(C(=C1F)F)F)F)F.C[NH+](C1=CC=C(C=C1)CCCCCCCCCCCCCCCCCCC)CCCCCCCCCCCCCCCCCC